6-Bromo-2,3,4,5-tetrahydro-1H-benzo[b]azepine BrC1=CC=CC=2NCCCCC21